C[C@](N)(CC1=CC=C(C=C1)F)C(=O)O α-methyl-4-fluoro-phenylalanine